O'-(2-((2-((3r,5r,7r)-adamantan-1-yl)acetoxy)methyl)-2-(hydroxymethyl)propane-1,3-diyl) di((Z)-non-3-en-1-yl) diadipate C(CCCCC(=O)OCC\C=C/CCCCC)(=O)OCC(COC(CCCCC(=O)OCC\C=C/CCCCC)=O)(CO)COC(CC12CC3CC(CC(C1)C3)C2)=O